4-[4-(cyclopropylmethoxy)-7-(pyridin-2-yl)-5H-pyrrolo[3,2-d]pyrimidin-6-yl]pyridin-2-amine C1(CC1)COC=1C2=C(N=CN1)C(=C(N2)C2=CC(=NC=C2)N)C2=NC=CC=C2